CC1=CC=2C(C3=CC=C(C=C3C2C=C1)C)(C1=CC=C(C=C1)N)C1=CC=C(C=C1)N 2,6-dimethyl-9,9-bis(4-aminophenyl)fluorene